BrC1=C(C=CC(=N1)NS(=O)(=O)C(C)(C)C)C N-(6-Bromo-5-methylpyridin-2-yl)-2-methylpropane-2-sulfonamide